N-(3-(dimethylamino)propyl)-3-((3-(dimethylamino)propyl)amino)-2-methylpropanamide CN(CCCNC(C(CNCCCN(C)C)C)=O)C